ClC1=C(CN2C(=C(C3=CC(=CC=C23)C(=O)OCC=C)C)C)C=C(C=C1)O[C@@H](C(=O)OC)CC (R)-allyl 1-(2-chloro-5-((1-methoxy-1-oxobutan-2-yl)oxy)benzyl)-2,3-dimethyl-1H-indole-5-carboxylate